1-phenylbenzo[4,5]imidazo[1,2-a]pyridine C1(=CC=CC=C1)C1=CC=CC=2N1C1=C(N2)C=CC=C1